Tert-butyl (6-(2-methyl-2-(1-(2,2,2-trifluoroethyl)-1H-pyrazol-4-yl)propionyl)pyridin-3-yl)carbamate CC(C(=O)C1=CC=C(C=N1)NC(OC(C)(C)C)=O)(C)C=1C=NN(C1)CC(F)(F)F